5-bromo-6-isopropyl-2-(1,4-dioxaspiro[4.5]dec-8-yl)-4H-pyrrolo[3,2-d]thiazole-4-carboxylic acid tert-butyl ester C(C)(C)(C)OC(=O)N1C(=C(C=2N=C(SC21)C2CCC1(OCCO1)CC2)C(C)C)Br